CC(C(C(=O)NC(CS(=O)(=O)O)C(=O)O)N)O The molecule is a dipeptide resulting from the formal condensation of the carboxy group of threonine with the amino group of cysteic acid. It is a dipeptide and an amino sulfonic acid. It derives from a cysteic acid and a threonine.